tert-butyl 3-(5-(azidomethyl)-6-methoxypyridin-3-yl)-4,4-difluoropiperidine-1-carboxylate N(=[N+]=[N-])CC=1C=C(C=NC1OC)C1CN(CCC1(F)F)C(=O)OC(C)(C)C